5-(3-Chloropropionamido)-N-(4-(morpholine-4-carbonyl)phenyl)-1H-pyrazolo[3,4-b]pyridine-3-carboxamide ClCCC(=O)NC=1C=C2C(=NC1)NN=C2C(=O)NC2=CC=C(C=C2)C(=O)N2CCOCC2